5-(1-((1-(4-((5-chloro-4-((2-(dimethylphosphono)phenyl)amino)pyrimidin-2-yl)amino)-3-methoxyPhenyl)piperidin-4-yl)methyl)piperidin-4-yl)-2-(2,6-dioxopiperidin-3-yl)-6-fluoroisoindoline ClC=1C(=NC(=NC1)NC1=C(C=C(C=C1)N1CCC(CC1)CN1CCC(CC1)C=1C=C2CN(CC2=CC1F)C1C(NC(CC1)=O)=O)OC)NC1=C(C=CC=C1)P(=O)(OC)OC